3-[(E)-ethylazo]-N,N-dimethyl-propane-1-amine hydrochloride Cl.C(C)\N=N\CCCN(C)C